tertiary butylperoxyisopropyl carbonate C(OC(C)(C)OOC(C)(C)C)([O-])=O